C1(CCC2=CC=CC=C12)C=1NC(=NN1)C(=O)N[C@@H]1C(N(C2=C(OC1)C=CC=N2)C)=O 5-(2,3-Dihydro-1H-inden-1-yl)-N-((S)-5-methyl-4-oxo-2,3,4,5-tetrahydropyrido[3,2-b][1,4]oxazepin-3-yl)-4H-1,2,4-triazole-3-carboxamide